C(C)(C)(C)N1CC=C(C=C1)NC(=O)C1CC2=CC=CC=C2C1 N-tert.-Butyl-4-(indan-2-carbonylamino)pyridin